COC=1C=C(C=CC1)/C(=C(/C(=O)[O-])\C)/CC (2E)-3-(3-methoxyphenyl)-2-methylpent-2-enoate